tert-butyl (2-bromo-5-((3-methoxycyclobutyl)methoxy)pyridin-4-yl)carbamate BrC1=NC=C(C(=C1)NC(OC(C)(C)C)=O)OCC1CC(C1)OC